COC=1C(=CC=2N(C1)C=NC2)C2=CC(=NC=C2C(=O)NC=2SC1=C(N=CN=C1)N2)C 4-(6-methoxyimidazo[1,5-a]pyridin-7-yl)-6-methyl-N-(thiazolo[4,5-d]pyrimidin-2-yl)nicotinamide